7-amino-6-(5,6,8,9-tetrahydro-1H-oxazepino[4',5':4,5]benzo[1,2-d]imidazol-2-yl)thieno[3,2-b]pyridin-5(4H)-one NC=1C2=C(NC(C1C1=NC3=C(N1)C=C1C(=C3)CNOCC1)=O)C=CS2